1-(5-((3-(5-fluoroindol-1-yl)azetidin-1-yl)methyl)-1-oxoisoindol-2-yl)dihydropyrimidine-2,4(1H,3H)-dione FC=1C=C2C=CN(C2=CC1)C1CN(C1)CC=1C=C2CN(C(C2=CC1)=O)N1C(NC(CC1)=O)=O